benzyl 4-(4-chloro-3-methylphenyl)-4-((4-(trifluoromethoxy)phenyl)sulfonamido)piperidine-1-carboxylate ClC1=C(C=C(C=C1)C1(CCN(CC1)C(=O)OCC1=CC=CC=C1)NS(=O)(=O)C1=CC=C(C=C1)OC(F)(F)F)C